4-((1S,2S)-1-Amino-1-carboxypropan-2-yl)benzoic acid N[C@@H]([C@@H](C)C1=CC=C(C(=O)O)C=C1)C(=O)O